[K+].[I-] The molecule is a metal iodide salt with a K(+) counterion. It is a scavenger of hydroxyl radicals. It has a role as a radical scavenger and an expectorant. It contains an iodide.